CNC1=CC=C(C=C1)C(C)(C)OO 2-(4-methylaminophenyl)-2-propyl hydroperoxide